NC1=C2N=CN(C2=NC=N1)[C@H]1[C@@H]([C@@H]([C@H](O1)CO)O)OCCN (2R,3R,4R,5R)-5-(6-amino-9H-purin-9-yl)-4-(2-aminoethoxy)-2-(hydroxymethyl)tetrahydrofuran-3-ol